bissuccinimide suberate C(CCCCCCC(=O)O)(=O)O.C1(CCC(N1)=O)=O.C1(CCC(N1)=O)=O